2-benzyl-7-(isoxazol-4-yl)imidazo[1,2-c]quinazolin-5-amine C(C1=CC=CC=C1)C=1N=C2N(C(=NC=3C(=CC=CC23)C=2C=NOC2)N)C1